C(CCCCCC(C)(C)C)(=O)[O-].C(CCCCCC(C)(C)C)(=O)[O-].[Sn+2].CN=C(C)C1=NC=CC=C1 2-[1-(methylimino)ethyl]pyridine Tin bis(neodecanoate)